4-(2-methoxy-6-methylphenyl)pyrimidine COC1=C(C(=CC=C1)C)C1=NC=NC=C1